N[C@H]1[C@@H](CCCC1)C(=O)OCC1=CC(=CC(=C1)[N+](=O)[O-])[N+](=O)[O-] 3,5-dinitrobenzyl (1R,2R)-2-aminocyclohexane-1-carboxylate